5-((trimethylsilyl)methoxy)-1,3,4-thiadiazol-2-amine C[Si](C)(C)COC1=NN=C(S1)N